4-(7-(but-2-ynoyl)-2,7-diazaspiro[4.4]non-2-yl)-5-fluoro-2,3-dimethyl-1H-indole-7-carboxamide C(C#CC)(=O)N1CC2(CCN(C2)C2=C3C(=C(NC3=C(C=C2F)C(=O)N)C)C)CC1